[5-(acetylhydroxyamino)pentyl]amine C(C)(=O)N(CCCCCN)O